O1C=NC2=C1C=CC(=C2)CN(C(=O)C2N(CC(C2)F)S(=O)(=O)C2=CC=C(C)C=C2)C2CC1CC1CC2 N-(benzo[d]oxazol-5-ylmethyl)-N-(bicyclo[4.1.0]heptan-3-yl)-4-fluoro-1-tosylpyrrolidine-2-carboxamide